4-(benzo[d][1,3]dioxol-5-ylmethyl)-N4-propyl-6-(3-methoxyphenyl)pyrimidine-2,4-diamine O1COC2=C1C=CC(=C2)CC2(NC(=NC(=C2)C2=CC(=CC=C2)OC)N)NCCC